[Na].ClC1=C(C=C(C=C1)CS(=O)(=O)NC(NC1=C2CCCC2=CC=2CCCC12)=O)F 1-(4-Chloro-3-fluorophenyl)-N-((1,2,3,5,6,7-hexahydro-s-indacen-4-yl)carbamoyl)methanesulfonamide, Sodium Salt